(3S)-3-[(Tert-butyldimethylsilyl)oxy]-1-methylpyrrolidin-2-one [Si](C)(C)(C(C)(C)C)O[C@@H]1C(N(CC1)C)=O